ethyl 2-{3-[(1,3-benzothiazol-2-yl) amino]-4-methyl-5H,6H,7H,8H-pyrido[2,3-c]pyridazin-8-yl}-5-(3-{4-[2-(dimethylamino) ethoxy] phenoxy} propyl)-1,3-thiazole-4-carboxylate S1C(=NC2=C1C=CC=C2)NC2=C(C1=C(N=N2)N(CCC1)C=1SC(=C(N1)C(=O)OCC)CCCOC1=CC=C(C=C1)OCCN(C)C)C